BrC1=CC=C(NCC2=CC(=CC(=C2)F)Cl)C=C1 4-bromo-N-[(3-chloro-5-fluoro-phenyl)methyl]aniline